6,7-dimethoxy-1-phenyl-3,4-dihydroisoquinolin COC=1C=C2CCN=C(C2=CC1OC)C1=CC=CC=C1